NC1(C(C(N=NN1)(N)N)(N)N)N hexaaminotriazine